2-(methylthio)-5,6-dihydropyrido[3,4-d]pyrimidine-7(8H)-carboxylate CSC=1N=CC2=C(N1)CN(CC2)C(=O)[O-]